N-(pyrazin-2-yl)propionamide N1=C(C=NC=C1)NC(CC)=O